4-n-octyl-phenol C(CCCCCCC)C1=CC=C(C=C1)O